2-(6-(((1R,3S,5S,6S)-6-fluoro-8-azabicyclo[3.2.1]octan-3-yl)oxy)pyridazin-3-yl)-5-(1H-imidazol-1-yl)phenol F[C@@H]1[C@@H]2C[C@H](C[C@H](C1)N2)OC2=CC=C(N=N2)C2=C(C=C(C=C2)N2C=NC=C2)O